N-(5-{2-[4-(trifluoromethyl)phenyl]ethoxy}-1H-indol-3-yl)oxane-4-sulfonamide FC(C1=CC=C(C=C1)CCOC=1C=C2C(=CNC2=CC1)NS(=O)(=O)C1CCOCC1)(F)F